1-isocyanato-4-(2,2,2-trifluoroethyl)benzene N(=C=O)C1=CC=C(C=C1)CC(F)(F)F